C(C)OC=1C=C(C=CC1)C1=CC(=C(C=C1)CN1CCN(CC1)C1=CC=C(N=N1)C(=O)NS(=O)(=O)C1=CC(=C(C=C1)NCCSC1=CC=CC=C1)C(F)(F)F)OC 6-[4-[[4-(3-Ethoxyphenyl)-2-methoxyphenyl]methyl]piperazin-1-yl]-N-[4-(2-phenylsulfanylethylamino)-3-(trifluoromethyl)phenyl]sulfonylpyridazine-3-carboxamide